[Cl-].COCCN1CN(C=C1)CC 1-(2-methoxyethyl)-3-ethylimidazole chloride